1-((2R,6S)-6-(((tert-butyldimethylsilyl)oxy)methyl)-4-tritylthiomorpholin-2-yl)pyrimidine-2,4(1H,3H)-dione [Si](C)(C)(C(C)(C)C)OC[C@H]1S[C@H](CN(C1)C(C1=CC=CC=C1)(C1=CC=CC=C1)C1=CC=CC=C1)N1C(NC(C=C1)=O)=O